dilauryl-glycerin sulfate S(=O)(=O)(O)O.C(CCCCCCCCCCC)C(C(C(O)CCCCCCCCCCCC)O)O